NC(C)(C)C=1C=C(C=CC1)N1CCN(CC1)C=1C(=NC(=C(N1)C)C1=C(C(=CC=C1)Cl)Cl)CO (3-(4-(3-(2-aminopropane-2-yl)phenyl)piperazin-1-yl)-6-(2,3-dichlorophenyl)-5-methylpyrazin-2-yl)methanol